1-(4'-bromo-5'-oxo-5'H-spiro[cyclohexane-1,7'-indolo[1,2-a]quinazolin]-10'-yl)piperidine-4-carbaldehyde BrC=1C=2C(N=C3N(C2C=CC1)C1=CC(=CC=C1C31CCCCC1)N1CCC(CC1)C=O)=O